(S)-4-(3,5-dimethylpyridin-2-yl)-2-methoxymethylpiperazine-1-carboxylic acid tert-butyl ester C(C)(C)(C)OC(=O)N1[C@@H](CN(CC1)C1=NC=C(C=C1C)C)COC